CC1=C(C(=C(C(=C1C)C)C)C)C 1,2,3,4,5,6-hexamethylbenzene